2-(3,4-difluorophenoxy)ethoxy-3-(5-methylthiazol-4-yl)-1H-inden-1-one FC=1C=C(OCCOC=2C(C3=CC=CC=C3C2C=2N=CSC2C)=O)C=CC1F